7-fluoroisochroman-1-one FC1=CC=C2CCOC(C2=C1)=O